2-(2,4-dioxotetrahydropyrimidin-1(2H)-yl)-5-((4-(thiophen-2-yl)piperazin-1-yl)methyl)isoindoline-1,3-dione O=C1N(CCC(N1)=O)N1C(C2=CC=C(C=C2C1=O)CN1CCN(CC1)C=1SC=CC1)=O